N-(4-hydroxyphenyl)stearamide OC1=CC=C(C=C1)NC(CCCCCCCCCCCCCCCCC)=O